P(OC1=C(C=C(C=C1C)C(C)(C)C)C(C)(C)C)(OC1=C(C=C(C=C1C)C(C)(C)C)C(C)(C)C)OCC phosphorous acid, bis[2,4-bis(1,1-dimethylethyl)-6-methylphenyl] ethyl ester